C1(CC1)C1=NN(C(=C1C(F)(F)F)C(=O)NC1=CC(=NC=C1)C(=O)N)CC1COC(C1)C 4-(3-cyclopropyl-1-((5-methyltetrahydrofuran-3-yl)methyl)-4-(trifluoromethyl)-1H-pyrazole-5-carboxamido)picolinamide